tert-butyl-4-(3-methyl-5-((3-methylpyrazin-2-yl)methyl)-6-oxo-5,6-dihydropyrido[2,3-b]pyrazin-7-yl)piperidine C(C)(C)(C)N1CCC(CC1)C1=CC=2C(=NC(=CN2)C)N(C1=O)CC1=NC=CN=C1C